tert-butyl (2R)-2-formyl-4-[6-nitro-3-phenoxy-2-(trifluoromethyl)phenyl]piperazine-1-carboxylate C(=O)[C@@H]1N(CCN(C1)C1=C(C(=CC=C1[N+](=O)[O-])OC1=CC=CC=C1)C(F)(F)F)C(=O)OC(C)(C)C